Ethynyl-1-(methoxymethyl)cyclopentane C(#C)C1(CCCC1)COC